Methyl (R)-3-bromo-4-(((1-hydroxypropan-2-yl)amino)methyl)benzoate BrC=1C=C(C(=O)OC)C=CC1CN[C@@H](CO)C